BrC=1C=C(C=C2C(N(C(=NC12)Cl)C1CC1)=O)C 8-bromo-2-chloro-3-cyclopropyl-6-methyl-quinazolin-4-one